N-[3-(morpholin-4-yl)propyl]-2-[(7-trifluoromethylquinoline-4-yl)amino]benzamide N1(CCOCC1)CCCNC(C1=C(C=CC=C1)NC1=CC=NC2=CC(=CC=C12)C(F)(F)F)=O